C1(CC1)C=1N=NN(C1)[C@H](C(=O)N1[C@@H](C[C@H](C1)O)C(=O)NC(CC(F)(F)F)C1CC1)C(C)(C)C (2S,4R)-1-[(2S)-2-(4-cyclopropyltriazol-1-yl)-3,3-dimethyl-butanoyl]-N-(1-cyclopropyl-3,3,3-trifluoro-propyl)-4-hydroxy-pyrrolidine-2-carboxamide